2'-chloro-N-(5-(5-(difluoromethyl)-1,3-dimethyl-1H-pyrazole-4-carbonyl)-5,6-dihydro-4H-pyrrolo[3,4-d]thiazol-2-yl)-5'-methoxy-6-methyl-[4,4'-bipyridine]-3-carboxamide ClC1=NC=C(C(=C1)C1=C(C=NC(=C1)C)C(=O)NC=1SC2=C(N1)CN(C2)C(=O)C=2C(=NN(C2C(F)F)C)C)OC